Gallium trifluoride [F-].[F-].[F-].[Ga+3]